D-N-methyl-3-(4-pyridyl)alanine CN[C@H](CC1=CC=NC=C1)C(=O)O